(2R,6S)-N-{2-benzyl-2-azaspiro[3.3]heptan-6-yl}-4-(5-chloropyrimidin-2-yl)-2,6-dimethylpiperazine-1-carboxamide C(C1=CC=CC=C1)N1CC2(C1)CC(C2)NC(=O)N2[C@@H](CN(C[C@@H]2C)C2=NC=C(C=N2)Cl)C